N-(4-hydroxymethylphenyl)carbamic acid tert-butyl ester C(C)(C)(C)OC(NC1=CC=C(C=C1)CO)=O